CC1(C(SC=C1C)C(=O)O)C(=O)O 3,4-dimethyl-thiofurandicarboxylic acid